N-(4-(8-amino-5-methyl-3-(trideuteriomethyl)imidazo[1,5-a]pyrazin-1-yl)-3-methylphenyl)-2-(3-fluorophenyl)-2-hydroxyacetamide NC=1C=2N(C(=CN1)C)C(=NC2C2=C(C=C(C=C2)NC(C(O)C2=CC(=CC=C2)F)=O)C)C([2H])([2H])[2H]